NC=1C(=CC2=C(N=C(O2)N2CCOCC2)C1)C=O 5-amino-2-morpholino-benzo[d]oxazole-6-carbaldehyde